COC=1C=C(C=C(C1OC)OC)C=1OC=NN1 3,4,5-trimethoxyphenyl-1,3,4-oxadiazole